FC=1C=C(C(=NC1)OC)[C@@H]1N(CCC1)C1=NC=2N(C=C1)N=CC2 (R)-5-(2-(5-fluoro-2-methoxypyridin-3-yl)pyrrolidin-1-yl)pyrazolo[1,5-a]pyrimidine